pentenoic acid pentasodium [Na].[Na].[Na].[Na].[Na].C(C=CCC)(=O)O